2-bromo-5-(trimethylsilyl)pyridine tert-butyl-3-(5-(3-((cyclopropylmethylamino)(pyridin-2-yl)methyl)phenylcarbamoyl)-3-(trifluoromethyl)-1H-pyrazol-1-yl)benzylcarbamate C(C)(C)(C)OC(NCC1=CC(=CC=C1)N1N=C(C=C1C(NC1=CC(=CC=C1)C(C1=NC=CC=C1)NCC1CC1)=O)C(F)(F)F)=O.BrC1=NC=C(C=C1)[Si](C)(C)C